O=C1NC(CCC1N1C(C2=CC=C(C=C2C1=O)N1CCC(CC1)CN1CCC(CC1)OCC1CCNCC1)=O)=O 2-(2,6-dioxo-3-piperidyl)-5-[4-[[4-(4-piperidylmethoxy)-1-piperidyl]methyl]-1-piperidyl]isoindoline-1,3-dione